C(C(=C)C)(=O)OC1=CC=C(OC(C(=O)O)CC=O)C=C1 (4-(methacryloyloxy)phenoxy)-4-oxobutyric acid